tert-butyl N-[3-[7-chloro-3-(2-fluoro-6-methyl-phenyl)-2-oxo-4H-pyrimido[4,5-d]pyrimidin-1-yl]cyclohexyl]carbamate ClC1=NC=C2C(=N1)N(C(N(C2)C2=C(C=CC=C2C)F)=O)C2CC(CCC2)NC(OC(C)(C)C)=O